TEREPHTHALYLIDENEDICAMPHORSULFONIC ACID C(C1=CC=C(C=C1)C=C1C(C2(CCC1C2(C)C)CS(=O)(=O)O)=O)=C2C(C1(CCC2C1(C)C)CS(=O)(=O)O)=O